N1=CC(C=2C=CC(CC12)=O)=O indole-3,6(7H)-dione